(biphenylyl)[(biphenylyl)phenyltriazinyl][(biphenylyl)dibenzoselenophenyl]biphenyl C1(=C(C=CC=C1)C1=C(C(=C(C=C1)C1=CC=CC=C1)C1=C(C=CC=2[Se]C3=C(C21)C=CC=C3)C3=C(C=CC=C3)C3=CC=CC=C3)C3=NN=NC(=C3C3=CC=CC=C3)C3=C(C=CC=C3)C3=CC=CC=C3)C3=CC=CC=C3